(3S)-3-(4-chlorophenyl)-3-(1-(4-chlorophenyl)-7-fluoro-5-(1-(4-fluoro-1-methylpiperidin-4-yl)-1-hydroxypropyl)-1-methoxy-3-oxoisoindolin-2-yl)propionic acid ethyl ester C(C)OC(C[C@H](N1C(C2=C(C=C(C=C2C1=O)C(CC)(O)C1(CCN(CC1)C)F)F)(OC)C1=CC=C(C=C1)Cl)C1=CC=C(C=C1)Cl)=O